FC=1C=C(C=C(C1)F)C(CNC(COC1=C(C=CC=C1)P(O)(O)=O)=O)(F)F (2-(2-((2-(3,5-difluorophenyl)-2,2-difluoroethyl)amino)-2-oxoethoxy)phenyl)phosphonic acid